N1(C=NC=C1)C1=NC(=CC(=N1)C(=O)NC1CCC(CC1)CNCC(F)(F)F)C 2-(1H-imidazol-1-yl)-6-methyl-N-((1r,4r)-4-(((2,2,2-trifluoroethyl)amino)methyl)cyclohexyl)pyrimidine-4-carboxamide